2-((3-(8,8-difluorooctyl)-1,2,4-oxadiazol-5-yl)methyl)acrylic acid FC(CCCCCCCC1=NOC(=N1)CC(C(=O)O)=C)F